N-[2,6-difluoro-3-(5-pyridin-4-yl-1H-pyrazolo[3,4-b]pyridine-3-carbonyl)phenyl]-1-phenylmethanesulfonamide FC1=C(C(=CC=C1C(=O)C1=NNC2=NC=C(C=C21)C2=CC=NC=C2)F)NS(=O)(=O)CC2=CC=CC=C2